FC(C=1C=CC(=NC1)CC1CCN(CC1)C(=O)N1C[C@@H]2[C@@H](OCC(N2)=O)CC1)(F)F |r| rac-(4aR,8aS)-6-[4-[[5-(trifluoromethyl)-2-pyridyl]methyl]piperidine-1-carbonyl]-4,4a,5,7,8,8a-hexahydropyrido[4,3-b][1,4]oxazin-3-one